4-fluoro-2-iodo-5-methylphenol FC1=CC(=C(C=C1C)O)I